ClC=1C(=NC(=NC1)NC1CCOCC1)C1=CC=C2CN(C(C2=C1F)=O)CCC(=O)O.C1(=CC(=CC=C1)CN1CCNCC1)C1=CC=CC=C1 1-([1,1'-biphenyl]-3-ylmethyl)piperazine 6-(5-chloro-2-((tetrahydro-2H-pyran-4-yl)amino)pyrimidin-4-yl)-7-fluoro-1-oxoisoindolin-2-propionate